8-fluoro-2-(hydroxymethyl)-6-carbonyl-1,2-dihydro-6H-pyrrolo[3,2,1-ij]quinoline-4-carboxylic acid methyl ester COC(=O)C=1N2C3=C(C=C(C=C3C(C1)=C=O)F)CC2CO